Methyl-2-(2,3-difluoro-4-methylphenyl)-5-[1-(phenylsulfonyl)-1H-pyrrolo[2,3-b]pyridin-4-yl]-1-{[2-(trimethylsilyl)ethoxy]methyl}-1H-pyrrole-3-carboxylate COC(=O)C1=C(N(C(=C1)C1=C2C(=NC=C1)N(C=C2)S(=O)(=O)C2=CC=CC=C2)COCC[Si](C)(C)C)C2=C(C(=C(C=C2)C)F)F